5-bromo-3-(isoquinolin-6-yl)pyridin-2-amine BrC=1C=C(C(=NC1)N)C=1C=C2C=CN=CC2=CC1